ClC1=C(C=C2C=C(N=CC2=C1)NC(=O)[C@H]1CC12CCOCC2)C2CCN(CC2)[C@@]2(COC[C@@H]2OC)C (1S)-N-(7-chloro-6-(1-((3R,4R)-4-methoxy-3-methyltetrahydrofuran-3-yl)piperidin-4-yl)isoquinolin-3-yl)-6-oxaspiro[2.5]octane-1-carboxamide